ClC1=C(C=C(C=C1)[N+](=O)[O-])NC(=O)C1CC1 N-(2-chloro-5-nitrophenyl)cyclopropanecarboxamide